2-(2,6-dioxopiperidin-3-yl)-5-(1-((trans-4-(methoxymethyl)cyclohexyl)methyl)piperidin-4-yl)isoindoline-1,3-dione O=C1NC(CCC1N1C(C2=CC=C(C=C2C1=O)C1CCN(CC1)C[C@@H]1CC[C@H](CC1)COC)=O)=O